(S)-2-(3,3-dimethyl-4-(morpholine-4-carbonyl)piperazin-1-yl)-N-(5-(4-fluorophenoxy)pyridin-2-yl)propanamide CC1(CN(CCN1C(=O)N1CCOCC1)[C@H](C(=O)NC1=NC=C(C=C1)OC1=CC=C(C=C1)F)C)C